Tert-butyl (R)-(1-(2-(1-(cyclopropylmethyl)-1H-indol-2-yl)-3-phenylimidazo[1,2-a]pyridine-7-carbonyl)piperidin-3-yl)carbamate C1(CC1)CN1C(=CC2=CC=CC=C12)C=1N=C2N(C=CC(=C2)C(=O)N2C[C@@H](CCC2)NC(OC(C)(C)C)=O)C1C1=CC=CC=C1